C(#N)C=1C=C(C=CC1)C=1C=C2C(=NC1)NC=C2C(=O)C=2C(=C(C(=CC2)F)NS(=O)(=O)CCC)F N-(3-(5-(3-cyanophenyl)-1H-pyrrolo[2,3-b]pyridine-3-carbonyl)-2,6-difluorophenyl)propane-1-sulfonamide